[Cl-].IC1=CC=C(C=C1)N1[NH2+]C(=NN1C1=CC=C(C=C1)[N+](=O)[O-])C1=CC=CC=C1 2-(p-iodophenyl)-3-p-nitrophenyl-5-phenyltetrazolium chloride